3-(2-ethylbutoxy)propan-1-ol C(C)C(COCCCO)CC